3-((perfluorohexyl)oxy)-4-(1-(trifluoromethyl)-1,2,5,6-tetrahydropyridin-3-yl)-1,2,5-thiadiazole FC(C(C(C(C(C(F)(F)F)(F)F)(F)F)(F)F)(F)F)(OC1=NSN=C1C=1CN(CCC1)C(F)(F)F)F